(S)-N-(7-(3-hydroxy-3-methylbut-1-yn-1-yl)-5-methyl-4-oxo-2,3,4,5-tetrahydrobenzo[b][1,4]oxazepin-3-yl)-1-isobutyl-1H-1,2,4-triazole-3-carboxamide OC(C#CC1=CC2=C(OC[C@@H](C(N2C)=O)NC(=O)C2=NN(C=N2)CC(C)C)C=C1)(C)C